C(C(C)C)C1=CC=C(CC(C(=O)C2=CC=C(C=C2)N2CCOCC2)(CCC)N(C)CCCC)C=C1 2-(4-isobutylbenzyl)-2-[(n-butyl)(methyl)amino]-1-(4-morpholinophenyl)pentan-1-one